O[C@H](C(=O)[O-])C.ClC=1C=C(C=CC1)CS(=O)(=O)NC1=C(C=CC(=C1)C(=O)N1CCC(CC1)C1=CC=C(C=C1)OC1=NC=C(C=C1)C(F)(F)F)N1CC[NH+](CC1)CC 4-(2-(((3-chlorophenyl)methyl)sulfonamido)-4-(4-(4-((5-(trifluoromethyl)pyridin-2-yl)oxy)-phenyl)piperidine-1-carbonyl)phenyl)-1-ethylpiperazin-1-ium (S)-2-hydroxypropanoate